5-chloro-6-fluoro-N-((1-hydroxycyclopropyl)methyl)-2-isopropoxybenzamide ClC=1C=CC(=C(C(=O)NCC2(CC2)O)C1F)OC(C)C